Cl.Cl.C1=NC=CC2=CC(=CC=C12)NC(=O)[C@H]1[C@@H](C1)C1=CC=C(C=C1)S(NC[C@@H]1CNCCC1)(=O)=O |o1:15,16,27| (rel)-(1R,2R)-N-(isoquinolin-6-yl)-2-(4-(N-(((S)-piperidin-3-yl)methyl)sulfamoyl)phenyl)cyclopropane-1-carboxamide dihydrochloride